C(C1=CC=CC=C1)(=O)C=1C=C(C=CC1)C(C(=O)O)C.O=C1C2=CC=CC=C2OC=2C=CC(=CC12)C(C(=O)O)C 2-(9-oxoxanthen-2-yl)propionic acid 2-(3-benzoylphenyl)propionate